C[C@@H]1[C@@H](OCCN1C1=NC(=NC=C1)C1=CN=C2N1C=C(N=C2)C#N)C=2C=NNC2 Cis-3-(4-(3-Methyl-2-(1H-pyrazol-4-yl)morpholino)pyrimidin-2-yl)imidazo[1,2-a]pyrazine-6-carbonitrile